N-(3,4-dichlorobenzyl)-2-fluoro-4-methyl-5-((2,2,2-trifluoroethyl)thio)aniline ClC=1C=C(CNC2=C(C=C(C(=C2)SCC(F)(F)F)C)F)C=CC1Cl